C(CCCCCCCCCCCC)NC n-Tridecylmethylamin